3,5-dinitro-salicylic acid [N+](=O)([O-])C1=C(C(C(=O)O)=CC(=C1)[N+](=O)[O-])O